tert-butyl (S)-4-(5-(((S)-1-((2-(1-acetylpiperidin-4-yl)quinolin-6-yl)methyl)pyrrolidin-3-yl)oxy)-1-oxoisoindolin-2-yl)-5-amino-5-oxopentanoate C(C)(=O)N1CCC(CC1)C1=NC2=CC=C(C=C2C=C1)CN1C[C@H](CC1)OC=1C=C2CN(C(C2=CC1)=O)[C@@H](CCC(=O)OC(C)(C)C)C(=O)N